(4S)-1-[(1S,3R)-4,4-difluoro-3-methoxycyclohexyl]-5,5-difluoro-3-(trifluoromethyl)-1H,4H,5H,6H-cyclopenta[c]pyrazol-4-ol FC1([C@@H](C[C@H](CC1)N1N=C(C2=C1CC([C@H]2O)(F)F)C(F)(F)F)OC)F